FC1=C(CN(S(=O)(=O)C)C2=CC=CC=C2)C=CC(=C1)C(=O)NNC(C(F)(F)F)=O N-(2-fluoro-4-(2-(2,2,2-trifluoroacetyl)hydrazine-1-carbonyl)benzyl)-N-phenylmethanesulfonamide